N-methyl-N'-tetrahydrofuranyl-propylenediamine CNCC(C)NC1OCCC1